O[C@@H](COC1=CC=C(C(=O)OCC2=CC=CC=C2)C=C1)CN1N=NC=C1 (R)-benzyl 4-(2-hydroxy-3-(1H-1,2,3-triazol-1-yl)propoxy)benzoate